C(C)(=O)N1CCC(CC1)N[C@H]1[C@@H](C1)C1=CC(=CS1)C(=O)NC1CCC(CC1)(F)F 5-((1R,2R)-2-((1-acetylpiperidin-4-yl)amino)cyclopropyl)-N-(4,4-difluorocyclohexyl)-thiophene-3-carboxamide